(1S,3S)-methyl-3-((2-cyclopropyl-6-(5-(((4-isopropylpyrimidin-2-yl)amino)methyl)-1-methyl-1H-1,2,3-triazol-4-yl)pyridin-3-yl)oxy)cyclohexanecarboxylate COC(=O)[C@@H]1C[C@H](CCC1)OC=1C(=NC(=CC1)C=1N=NN(C1CNC1=NC=CC(=N1)C(C)C)C)C1CC1